methyl 4-(((((3s)-adamantan-1-yl) methyl) (methyl) amino) methyl)-3-fluorobenzoate C12(CC3CC(CC(C1)C3)C2)CN(C)CC2=C(C=C(C(=O)OC)C=C2)F